OCC(CS(=O)(=O)O)O 3-hydroxy-2-hydroxypropanesulfonic acid